BrC=1C=C(N=NC1)C1(CC1)C(F)(F)F 5-bromo-3-[1-(trifluoromethyl)cyclopropyl]pyridazine